C1(CC1)CNC(C1=CC=C(C=C1)C1=CC=CC=2N1N=CC2C(=O)N2CCCCC2)=O N-(cyclopropylmethyl)-4-(3-(piperidine-1-carbonyl)pyrazolo[1,5-a]Pyridin-7-yl)benzamide